2,9,10,10a-tetrahydro-1H-phenanthren-3-one C1CC(C=C2C3=CC=CC=C3CCC12)=O